1-[4-(2-Dimethylamino-ethoxy)-3-(4-fluoro-2-methyl-2H-pyrazol-3-yl)-phenyl]-3-(4-fluoro-3-hydroxy-phenyl)-urea CN(CCOC1=C(C=C(C=C1)NC(=O)NC1=CC(=C(C=C1)F)O)C=1N(N=CC1F)C)C